Ammonium Ferric Phosphate P(=O)([O-])([O-])[O-].[Fe+3].[NH4+]